1-(2-fluorophenyl)-N-{2-methoxy-3-[3-(pyrrolidin-1-yl)propoxy]-6H,7H,8H,9H-cyclohexa[b]1,5-naphthyridin-10-yl}piperidin-4-amine FC1=C(C=CC=C1)N1CCC(CC1)NC1=C2C(=NC3=CC(=C(N=C13)OC)OCCCN1CCCC1)CCCC2